6-chloro-N-(4-ethynyl-2-fluorophenyl)-1H-indole-3-sulfonamide ClC1=CC=C2C(=CNC2=C1)S(=O)(=O)NC1=C(C=C(C=C1)C#C)F